Cl.BrC=1C=C2C(=NC1C(CC1=CC(=CC(=C1)F)F)N)C=NN2COCC[Si](C)(C)C 1-(6-bromo-1-((2-(trimethylsilyl)ethoxy)methyl)-1H-pyrazolo[4,3-b]pyridin-5-yl)-2-(3,5-difluorophenyl)ethanamine hydrochloride salt